C(C)[N+](CCOCCOC)(CCOCCOC)CCOCCOC N-ethyl-tris(2-(2-methoxyethoxy)ethyl)ammonium